3-(3,4-difluorophenyl)isoxazolidine FC=1C=C(C=CC1F)C1NOCC1